ClC1=CC(=C(C=C1)N)N 4-chloro-1,2-phenylenediamine